OC1=C2CCCC(C2=CC=C1C)NC(=O)C=1C(NC(=CC1)C(F)(F)F)=O N-(5-hydroxy-6-methyl-1,2,3,4-tetrahydronaphthalen-1-yl)-2-oxo-6-(trifluoromethyl)-1,2-dihydropyridine-3-carboxamide